(R)-N-((S)-1-(4-(3,3-dimethyl-2-oxoindolin-1-yl)piperidin-1-yl)-1-oxo-4-phenylbutan-2-yl)piperidine-3-carboxamide sebacic acid salt C(CCCCCCCCC(=O)O)(=O)O.CC1(C(N(C2=CC=CC=C12)C1CCN(CC1)C([C@H](CCC1=CC=CC=C1)NC(=O)[C@H]1CNCCC1)=O)=O)C